propenyl-hexyl-dimethylsilane C(=CC)[Si](C)(C)CCCCCC